N1=CC=C(C=C1)C=1C=CC=2N(C1)C=C(N2)NC2=NC=CC(=C2)CO (2-((6-(pyridin-4-yl)imidazo[1,2-a]pyridin-2-yl)amino)pyridin-4-yl)methanol